2-[4-[(2-hydroxy-3-tridecyl)oxy]-2-hydroxyphenyl]-4,6-bis(2,4-dimethylphenyl)-1,3,5-triazine OC(C)C(CCCCCCCCCC)OC1=CC(=C(C=C1)C1=NC(=NC(=N1)C1=C(C=C(C=C1)C)C)C1=C(C=C(C=C1)C)C)O